C(C)N1C[C@@H]2C[C@@H]2[C@H](C1)OC=1C=C2CN(C(C2=CC1)=O)C1C(NC(CC1)=O)=O |o1:4,7| 3-(5-(((1R*,5R*,6S)-3-ethyl-3-azabicyclo[4.1.0]heptan-5-yl)oxy)-1-oxoisoindolin-2-yl)piperidine-2,6-dione